(S)-2-((6-methylpyrazin-2-yl)amino)-4-((2-((6-methylpyridin-3-yl)oxy)ethyl)(4-(5,6,7,8-tetrahydro-1,8-naphthyridin-2-yl)butyl)amino)butanoic acid CC1=CN=CC(=N1)N[C@H](C(=O)O)CCN(CCCCC1=NC=2NCCCC2C=C1)CCOC=1C=NC(=CC1)C